2-(1-adamantyl)-N-(1-oxo-4-phenylphthalazin-2(1H)-yl)acetamide C12(CC3CC(CC(C1)C3)C2)CC(=O)NN2C(C3=CC=CC=C3C(=N2)C2=CC=CC=C2)=O